(3S)-N1-[4-(3-cyanophenyl)-5-(2,6-dimethyl-4-pyridinyl)thiazol-2-yl]pyrrolidine-1,3-dicarboxamide C(#N)C=1C=C(C=CC1)C=1N=C(SC1C1=CC(=NC(=C1)C)C)NC(=O)N1C[C@H](CC1)C(=O)N